CC(C)[C@H](C(=O)O)CCC |r| (2RS)-2-(1-methylethyl)valeric acid